(1S,4r)-4-((5-(5-((cyclopropylamino)methyl)pyridin-2-yl)-2-(((S)-2-fluorobutyl)amino)pyrimidin-4-yl)amino)cyclohexan-1-ol C1(CC1)NCC=1C=CC(=NC1)C=1C(=NC(=NC1)NC[C@H](CC)F)NC1CCC(CC1)O